6-Benzyloxy-13-cyclobutyl-17-nitro-6,15-bis(trifluoromethyl)-19-oxa-3,4,13,18-tetrazatricyclo[12.3.1.12,5]nonadeca-1(17),2,4,9,14(18),15-hexaene C(C1=CC=CC=C1)OC1(C2=NN=C(C3=C(C=C(C(N(CCC=CCC1)C1CCC1)=N3)C(F)(F)F)[N+](=O)[O-])O2)C(F)(F)F